FC=1C=C2C(=CN(C2=CC1C=1C(=NC=C(C1)F)C)CC(C)(C)C)C(C)NS(=O)(=O)C1CC1 N-(1-(5-fluoro-6-(5-fluoro-2-methylpyridin-3-yl)-1-neopentyl-1H-indol-3-yl)ethyl)cyclopropanesulfonamide